1-(4-((4-((2',4'-difluoro-4-methoxy-[1,1'-biphenyl]-3-yl)amino)-7-methoxyquinazoline-6-yl)oxy)-3-fluoropiperidin-1-yl)prop-2-en-1-one FC1=C(C=CC(=C1)F)C1=CC(=C(C=C1)OC)NC1=NC=NC2=CC(=C(C=C12)OC1C(CN(CC1)C(C=C)=O)F)OC